C1(CC1)C=1C(=NC=CC1)OCC(C(=O)N[C@H]1C[C@H](NCC1)C)(F)F 3-((3-cyclopropylpyridin-2-yl)oxy)-2,2-difluoro-N-((2r,4r)-2-methylpiperidin-4-yl)propanamide